2-amino-3,5-dichloro-N-methylbenzamide NC1=C(C(=O)NC)C=C(C=C1Cl)Cl